ClC1=C2C(=CNC2=C(C=C1)NS(=O)(=O)C=1C=NN(C1)CC(C)(C)O)C#N N-(4-Chloro-3-cyano-1H-indol-7-yl)-1-(2-hydroxy-2-methyl-propyl)pyrazol-4-sulfonamid